3-(((4-(1-methyl-1H-indazol-5-yl)-5-(6-methylpyridin-2-yl)-1H-imidazol-2-yl)-amino)methyl)benzonitrile CN1N=CC2=CC(=CC=C12)C=1N=C(NC1C1=NC(=CC=C1)C)NCC=1C=C(C#N)C=CC1